1-(4-chlorobenzyl)-3-(4-(1-(2-phenylacetyl)piperidin-4-yl)butyl)urea ClC1=CC=C(CNC(=O)NCCCCC2CCN(CC2)C(CC2=CC=CC=C2)=O)C=C1